1-{1-[2-Fluoro-3-(2,2,2-trifluoro-ethoxy)-phenyl]-ethyl}-3-spiro[3.3]hept-2-yl-urea FC1=C(C=CC=C1OCC(F)(F)F)C(C)NC(=O)NC1CC2(C1)CCC2